(2,2'-dimethyl-[1,1'-biphenyl]-3,3'-diyl)bis(5-(aminomethyl)-1,3,4-oxadiazole-2-carboxamide) CC1=C(C=CC=C1NC(=O)C=1OC(=NN1)CN)C1=C(C(=CC=C1)NC(=O)C=1OC(=NN1)CN)C